OC(COC1=NC(=CC(=C1)C=1C=C(C=CC1C)NC(=O)N1C[C@@H](CC1)OC(F)(F)F)N1CCOCC1)(C)C (3R)-N-[3-[2-(2-hydroxy-2-methylpropoxy)-6-(morpholin-4-yl)pyridin-4-yl]-4-methylphenyl]-3-(trifluoromethoxy)pyrrolidine-1-carboxamide